[Si](C)(C)(C(C)(C)C)OCCN1C=C(C2=CC(=CC=C12)Cl)C1CCN(CC1)C(=O)N1C[C@H]2[C@@H](OCC(N2)=O)CC1 (4aS,8aS)-6-[4-[1-[2-[tert-Butyl(dimethyl)silyl]oxyethyl]-5-chloro-indol-3-yl]piperidine-1-carbonyl]-4,4a,5,7,8,8a-hexahydropyrido[4,3-b][1,4]oxazin-3-one